NCCOCCOCCOCCOCCOCCC(=O)OC(C)(C)C tert-butyl 1-amino-3,6,9,12,15-pentaoxaoctadecane-18-ate